C1=NC=CC2=CC=C(C=C12)C1=CC=C(C=C1)C(C)(C)C1=CC=C(C=C1)N1N=C(N=C1C)C(=O)N 1-(4-(2-(4-(isoquinolin-7-yl)phenyl)propan-2-yl)phenyl)-5-methyl-1H-1,2,4-triazole-3-carboxamide